C1(=CC=CC=C1)N1C(C=CC2=CC=CC=C12)=O phenylquinolin-2(1H)-one